COC1=CC=C(C=C1)C1=NOC(=N1)N1CCC(CC1)C(=O)NCCOC1CCN(CC1)CC1=NC=CC=C1 1-(3-(4-Methoxyphenyl)-1,2,4-oxadiazol-5-yl)-N-(2-((1-(Pyridin-2-ylmethyl)piperidin-4-yl)oxy)ethyl)piperidin-4-carboxamid